(2S,5R)-5-(2-chlorophenyl)-1-(6-(2,4-dimethoxyphenyl)-5-methoxynicotinyl)pyrrolidine-2-carboxylic acid ClC1=C(C=CC=C1)[C@H]1CC[C@H](N1CC1=CN=C(C(=C1)OC)C1=C(C=C(C=C1)OC)OC)C(=O)O